CN(C(OC(C)(C)C)=O)C1=C(C=CC=C1)CN1C(N(C2=NC(=NC=C2C1)SC)C)=O tert-butyl N-methyl-N-[2-[(1-methyl-7-methylsulfanyl-2-oxo-4H-pyrimido[4,5-d]pyrimidin-3-yl)methyl]phenyl]carbamate